6-[4-[acetyl-[(3,3-difluorocyclobutyl)methyl]amino]phenyl]-N-[(2-methyl-3-pyridinyl)methyl]pyridine-3-carboxamide C(C)(=O)N(C1=CC=C(C=C1)C1=CC=C(C=N1)C(=O)NCC=1C(=NC=CC1)C)CC1CC(C1)(F)F